C(CCCCCCCCCCCCCCCCCCCCCCCCCCCCC)(=O)C(C(=O)Cl)CCCCCCCC(F)(F)C(CCCCCCCCCCCCCCCCCCCCCCCCCCCCC)=O di(triacontanoyl)difluorodecanoyl chloride